ClC1=CC(=C(C=C1)C(C(=O)C1=CNC2=CC(=C(C=C12)C)F)NC1=CC(=CC(=C1)OC)OCCO)OC 2-(4-chloro-2-methoxyphenyl)-1-(6-fluoro-5-methyl-1H-indol-3-yl)-2-((3-(2-hydroxyethoxy)-5-methoxyphenyl)amino)ethanone